OC1=C(C(=NN1C1=NC=C(C(=C1)C)S(=O)(=O)C)C)C1=CC=C(C#N)C=C1 4-(5-hydroxy-3-methyl-1-(4-methyl-5-(methylsulfonyl)pyridin-2-yl)-1H-pyrazol-4-yl)benzonitrile